3-chloro-N-[1-[3-(1-methyl-6-oxo-pyridazin-3-yl)pyrazin-2-yl]ethyl]-5-(trifluoromethyl)benzamide ClC=1C=C(C(=O)NC(C)C2=NC=CN=C2C2=NN(C(C=C2)=O)C)C=C(C1)C(F)(F)F